6-(2-hydroxy-2-methylpropoxy)-4-(6-(3-(2-methoxyethoxy)azetidin-1-yl)pyridin-3-yl)pyrazolo[1,5-a]pyridine-3-carbonitrile OC(COC=1C=C(C=2N(C1)N=CC2C#N)C=2C=NC(=CC2)N2CC(C2)OCCOC)(C)C